ClC1=CC(=C(C=C1)[C@@]1(OC2=C(O1)C=CC=C2C2CCN(CC2)CC2=NC=C(C=C2CC2(CC2)OC)C2=NN=C(N2)C(F)(F)F)C)F 2-({4-[(2S)-2-(4-chloro-2-fluorophenyl)-2-methyl-2H-1,3-benzodioxol-4-yl]piperidin-1-yl}methyl)-3-[(1-methoxycyclopropyl)methyl]-5-[5-(trifluoromethyl)-4H-1,2,4-triazol-3-yl]pyridine